BrC=1C(=C(C=CC1)C1=CC=CC=C1)C 3-bromo-2-methyl-1,1'-biphenyl